C(=C)(C)[C@H](C\C=C(/CCO)\C)CCC=C (3Z,6S)-6-isopropenyl-3-methyl-3,9-decadienol